4-(2-(2,8-dimethyl-1,2,3,4-tetrahydroisoquinolin-6-yl)-5H-pyrrolo[2,3-b]pyrazin-7-yl)-2-methyl-N,N-bis(methyl-d3)benzamide CN1CC2=C(C=C(C=C2CC1)C=1N=C2C(=NC1)NC=C2C2=CC(=C(C(=O)N(C([2H])([2H])[2H])C([2H])([2H])[2H])C=C2)C)C